(2-amino-3,5-dibromobenzyl)-2-fluoro-adamantan-1-amine NC1=C(CC2(C3(CC4CC(CC2C4)C3)N)F)C=C(C=C1Br)Br